[2-(Cyclopropanecarbonylamino)-6-[2-[[(1S,2S)-2-hydroxycyclopentoxy] methyl] pyrimidine-5-yl]-1,3-benzothiazole-7-yl] Trifluoromethanesulfonate FC(S(=O)(=O)OC1=C(C=CC=2N=C(SC21)NC(=O)C2CC2)C=2C=NC(=NC2)CO[C@@H]2[C@H](CCC2)O)(F)F